NC=1C2=C(N=CN1)N(C(=C2C2=CC=C(C=C2)N(C(=O)C2CCCC2)C)C2=CC=C(C=C2)NC(C(=C)C)=O)C N-(4-(4-amino-6-(4-methacrylamido-phenyl)-7-methyl-7H-pyrrolo[2,3-d]pyrimidin-5-yl)phenyl)-N-methylcyclopentane-carboxamide